C(C1=CC=CC=C1)N1CC2C(C1)C(CC2)NS(=O)(=O)C2=CC=C(C=C2)OC(F)(F)F N-(2-benzyloctahydrocyclopenta[c]pyrrol-4-yl)-4-(trifluoromethoxy)benzene-sulfonamide